BrC1=CC=C2C(=NC(=NC2=C1F)OC[C@]12CCCN2C[C@@H](C1)F)N([C@H]1CN(CC1)C(=O)OC(C)(C)C)C tert-butyl (R)-3-((7-bromo-8-fluoro-2-(((2R,7aS)-2-fluorotetrahydro-1H-pyrrolizin-7a(5H)-yl)methoxy)quinazolin-4-yl)(methyl)amino)pyrrolidine-1-carboxylate